C1(CC1)C=1C=NC=CC1CN(C(OC(C)(C)C)=O)C tert-butyl N-[(3-cyclopropyl-4-pyridyl)methyl]-N-methyl-carbamate